2-(3,3-dimethoxypropyl)-5-isobutyl-3-methyl-cyclohex-2-en-1-ol COC(CCC=1C(CC(CC1C)CC(C)C)O)OC